N1=CN(C2=NC=CC=C21)CC=2C=C(C(=C(OC(C(=O)C=1C=NC(=CC1)OC)C)C2)OCC2=CC=CC=C2)OC 2-(5-((3H-imidazo[4,5-b]pyridin-3-yl)methyl)-2-(benzyloxy)-3-methoxyphenoxy)-1-(6-methoxypyridin-3-yl)propan-1-one